titanium-silicon carbon [C].[Si].[Ti]